tert-Butyl 3-[4-chloro-5-(4,4,5,5-tetramethyl-1,3,2-dioxaborolan-2-yl)-2H-indazol-2-yl]propanoate ClC=1C2=CN(N=C2C=CC1B1OC(C(O1)(C)C)(C)C)CCC(=O)OC(C)(C)C